NC1=CC=C(C=C1)NCCN(CCO)CCO 2,2'-(2-(4-aminophenylamino)ethylazanediyl)diethanol